2-(4-Ethylsulfanyl-2-methyl-anilino)-8-isopropyl-7-oxo-pyrido[2,3-d]pyrimidine-6-carbonitrile C(C)SC1=CC(=C(NC=2N=CC3=C(N2)N(C(C(=C3)C#N)=O)C(C)C)C=C1)C